ClC1=C2CCN([C@@H](C2=C(C=C1)OCC=1N=NN(C1)C(C)C)CN1C(C2=CC=CC=C2C1)=O)C(=O)[C@H]1[C@H](CCCC1)C(=O)O (1S,2r)-2-((S)-5-chloro-8-((1-isopropyl-1H-1,2,3-triazol-4-yl)methoxy)-1-((1-oxoisoindolin-2-yl)methyl)-1,2,3,4-tetrahydroisoquinoline-2-carbonyl)cyclohexane-1-carboxylic acid